diethyl 2,3-diisobutyl-2-cyano-butanedioate C(C(C)C)C(C(=O)OCC)(C(C(=O)OCC)CC(C)C)C#N